N-(3-(1,2,4-Oxadiazol-5-yl)bicyclo[1.1.1]pentan-1-yl)-3-(8-amino-6-(trifluoromethyl)imidazo[1,2-a]pyrazin-3-yl)-4-methylbenzenesulfonamide trifluoroacetate salt FC(C(=O)O)(F)F.O1N=CN=C1C12CC(C1)(C2)NS(=O)(=O)C2=CC(=C(C=C2)C)C2=CN=C1N2C=C(N=C1N)C(F)(F)F